FC=1C=C2C(=CN(C2=CC1)C)C1CCN(CC1)C(=O)C1=CC=C(C=C1)[C@@]1(C(NC(N1)=O)=O)C(C)C (R)-5-{4-[4-(5-fluoro-1-methyl-1H-indol-3-yl)piperidine-1-carbonyl]phenyl}-5-isopropylimidazolidine-2,4-dione